3-[4-fluoro-2-hydroxy-5-methyl-6-(trifluoromethyl)-[1,1'-biphenyl]-3-yl]propanoate FC1=C(C(=C(C(=C1C)C(F)(F)F)C1=CC=CC=C1)O)CCC(=O)[O-]